tert-butyl 4-[N-methyl-2-(6,6-dimethyl-1,4,5,7-tetrahydroindazol-3-yl)-1H-indole-6-amido]piperidine-1-carboxylate CN(C(=O)C1=CC=C2C=C(NC2=C1)C1=NNC=2CC(CCC12)(C)C)C1CCN(CC1)C(=O)OC(C)(C)C